C1(=CC=CC=C1)C(\C=C(/[Si](C)(C)C)\SC1=CC=CC=C1)=O (E)-1-Phenyl-3-phenylthio-3-(trimethylsilyl)prop-2-en-1-one